4-(4-chloro-2-fluoro-phenyl)-4-hydroxy-piperidine-1-carboxylic acid benzyl ester C(C1=CC=CC=C1)OC(=O)N1CCC(CC1)(O)C1=C(C=C(C=C1)Cl)F